Cl.CN1N=C2C(=CC(=CC2=C1)C1=CC2=C(N=C(S2)C2CCNCC2)C(=C1)OC)C 6-(2,7-dimethyl-2H-indazol-5-yl)-4-methoxy-2-(piperidin-4-yl)-1,3-benzothiazole hydrochloride